rel-3-chloro-4-[(3,5-difluoropyridin-2-yl)methoxy]-2'-[5-(2-hydroxypropan-2-yl)-1-methyl-1,2,4-triazol-3-yl]-5',6-dimethyl-[1,4'-bipyridin]-2-one ClC=1C(N(C(=CC1OCC1=NC=C(C=C1F)F)C)C1=CC(=NC=C1C)C1=NN(C(=N1)C(C)(C)O)C)=O